Mono-glycidylether C(C1CO1)OCC1CO1